2-((8-(3-bromo-2-chlorophenyl)-6-(1-methylcyclopropoxy)-9H-purin-9-yl)methyl)-4-chlorobenzonitrile BrC=1C(=C(C=CC1)C=1N(C2=NC=NC(=C2N1)OC1(CC1)C)CC1=C(C#N)C=CC(=C1)Cl)Cl